C(C)SC=1C(=NC(=CC1)C)C1=NC=2N(C=C1)N=C(N2)C(F)(F)F 5-(3-(ethylsulfanyl)-6-methylpyridin-2-yl)-2-(trifluoromethyl)-[1,2,4]triazolo[1,5-a]pyrimidine